OC(C)(C)C1=CC=C(C=N1)C1=CC=C(CN2C=CC3=CC(=CC=C23)N2N=C(C=C2C)C(=O)N)C=C1 1-(1-(4-(6-(2-Hydroxypropan-2-yl)pyridin-3-yl)benzyl)-1H-indol-5-yl)-5-methyl-1H-pyrazol-3-carboxamid